8-fluoro-2H-pyrano[3,4-c]isoquinoline-1,6(4H,5H)-dione FC=1C=CC=2C3=C(NC(C2C1)=O)COCC3=O